3-HYDROXY-1-METHYLPYRROLIDINE-3-CARBOXYLIC ACID OC1(CN(CC1)C)C(=O)O